FC(OC1=C(C=C(C(=C1)[N+](=O)[O-])F)C)F 1-(difluoromethoxy)-4-fluoro-2-methyl-5-nitrobenzene